CSC1=NC=CC(=N1)C1=CC=C(S1)S(=O)(=O)NC=1C=C(C(=O)NC2=CC=C(C(=O)O)C=C2)C=CC1 4-{3-[5-(2-Methylsulfanyl-pyrimidin-4-yl)-thiophene-2-sulfonylamino]-benzoylamino}-benzoic acid